N-(7-chloro-6-(1-(4-hydroxy-3-methyltetrahydrofuran-3-yl)piperidin-4-yl)isoquinolin-3-yl)bicyclo[3.1.0]hexane-6-carboxamide ClC1=C(C=C2C=C(N=CC2=C1)NC(=O)C1C2CCCC12)C1CCN(CC1)C1(COCC1O)C